ClC=1C=C(C=CC1C(F)(F)F)NC(NC1=CC(=C(C(=O)NC=2C=C3C(=NC2)NN=C3)C=C1)F)=O 4-(3-(3-chloro-4-(trifluoromethyl)phenyl)ureido)-2-fluoro-N-(1H-pyrazolo[3,4-b]pyridin-5-yl)benzamide